ClC=1N=C2C(=C(C(N(C2=CC1)C)=O)C#N)N1CCN(CC1)CC1=C(C=CC=C1)O 6-chloro-4-(4-(2-hydroxybenzyl)piperazin-1-yl)-1-methyl-2-oxo-1,2-dihydro-1,5-naphthyridine-3-carbonitrile